N-(3-bromo-5-fluorophenyl)-N-(2,2-difluoroethyl)-2-hydrazinopyrido[3,2-d]pyrimidin-4-amine BrC=1C=C(C=C(C1)F)N(C=1C2=C(N=C(N1)NN)C=CC=N2)CC(F)F